Cl.NS(=O)(=O)NC1CCN(CC1)C1=C(C=C(C=C1)F)NC(=O)C=1N=C(C=2N(C1)C=CN2)C2=CSC=C2 N-(2-{4-[(aminosulfonyl)amino]hexahydropyridin-1-yl}-5-fluorophenyl)-8-(thien-3-yl)imidazo[3,2-a]pyrazine-6-carboxamide hydrochloride